O.O.O=C1NCC12N(CCC2)C(=O)O 1-oxo-2,5-diazaspiro[3.4]octane-5-carboxylate dihydrate